ClC=1C(=NC(=NC1)NC1=CC(=C(C=C1)N1CCC(CC1)N1CCN(CC1)C)OC1CCCC1)C1=CN(C2=CC=CC=C12)SCC 5-chloro-4-(1-(ethylsulfanyl)-1H-indol-3-yl)-N-(3-cyclopentyloxy-4-(4-(4-methylpiperazin-1-yl)piperidin-1-yl)phenyl)pyrimidin-2-amine